C(C)(C)[C@@H]1N(CC2=C(NC1=O)C=CC=C2)C(=O)C=2C=NN(C2)CCOC (S)-3-isopropyl-4-(1-(2-methoxyethyl)-1H-pyrazole-4-carbonyl)-1,3,4,5-tetrahydro-2H-benzo[e][1,4]diazepin-2-one